N1C=CC2=CC(=CC=C12)NC=O indol-5-yl-formamide